3-[4-(3-Chloro-propyl)-piperazin-1-yl]-benzo[d]isothiazole ClCCCN1CCN(CC1)C1=NSC2=C1C=CC=C2